OC=1C=C2CN(CC2=CC1)C(CS(=O)(=O)C1=NC=CC=C1)=O 1-(5-hydroxy-1,3-dihydro-2H-isoindol-2-yl)-2-(pyridin-2-ylsulfonyl)ethanone